OC1CCC(CC1)NC1=C(C#N)C=CC(=C1)N1C=CC2=C1N=CN=C2NC2=CC=CC=C2 2-(((1r,4r)-4-hydroxycyclohexyl)amino)-4-(4-(phenylamino)-7H-pyrrolo[2,3-d]pyrimidin-7-yl)benzonitrile